(2S,2'S,3R,3'R,4S,4'S,5R,5'R,6R,6'R)-Selenobis(6-(acetoxymethyl)-4-azidotetrahydro-2H-pyran-2,3,5-triyl) tetraacetate C(C)(=O)O[C@H]1[C@@H](O[C@@H]([C@@H]([C@@H]1N=[N+]=[N-])OC(C)=O)COC(C)=O)[Se][C@@H]1O[C@@H]([C@@H]([C@@H]([C@H]1OC(C)=O)N=[N+]=[N-])OC(C)=O)COC(C)=O